(R)-3-(3-chloro-4-fluorophenyl)-1-(1-(1-methoxy-isoquinolin-4-yl)ethyl)urea ClC=1C=C(C=CC1F)NC(N[C@H](C)C1=CN=C(C2=CC=CC=C12)OC)=O